C(C)SC1=CC=C(C(=O)O)C=C1 4-(ethylthio)benzoic acid